N-trifluoroacetyl-8-methoxy-4-(piperidine-4-yl)quinoline FC(C(=O)N1CC=C(C2=CC=CC(=C12)OC)C1CCNCC1)(F)F